(3S)-methyl 3-(5-(2,6-dimethylphenyl)pyridin-3-yl)-3-((2R)-4-methyl-2-(2-oxo-4-(trifluoromethyl) piperidin-1-yl)pentanamido)propanoate CC1=C(C(=CC=C1)C)C=1C=C(C=NC1)[C@H](CC(=O)OC)NC([C@@H](CC(C)C)N1C(CC(CC1)C(F)(F)F)=O)=O